BrC1=C(C(=C(C=C1)C1=CC=CC=C1)F)F bromo-2,3-difluoro-1,1'-biphenyl